OCCN1N=CC(=C1)NC1CCC2(CN(C2)C(CC2=CC3=CC=CC=C3C=C2)=O)CC1 1-{7-[1-(2-hydroxyethyl)-4-pyrazolylamino]-2-aza-2-spiro[3.5]nonyl}-2-(2-naphthyl)-1-ethanone